5-cyano-2-methylindole C(#N)C=1C=C2C=C(NC2=CC1)C